C(#N)C=1C=C2C(N(C(=NC2=C(C1)C=1C=NC(=CC1)C)C12N(CC(C1)C2)C(=O)OC(C)(C)C)C2=CC(=C(C(=C2)F)OC)F)=O tert-butyl 1-(6-cyano-3-(3,5-difluoro-4-methoxyphenyl)-8-(6-methylpyridin-3-yl)-4-oxo-3,4-dihydroquinazolin-2-yl)-2-azabicyclo[2.1.1]hexane-2-carboxylate